O=C1NC(CCC1N1C(C2=CC=CC(=C2C1=O)NCCCCCCCCCCCC(=O)OC(C)(C)C)=O)=O Tert-butyl 12-((2-(2,6-dioxopiperidin-3-yl)-1,3-dioxoisoindolin-4-yl)amino)dodecanoate